OCC1(CCOCC1)NC(=O)C1=CC2=C(N3C(S2)=NC(=C3)C3=CC=C(C=C3)C(NC)=O)C=C1 N-(4-(hydroxymethyl)tetrahydro-2H-pyran-4-yl)-2-(4-(methylcarbamoyl)phenyl)benzo[d]imidazo[2,1-b]thiazole-7-carboxamide